(diethanol) dimethacrylate C(C(=C)C)(=O)O.C(C(=C)C)(=O)O.C(C)O.C(C)O